C(C)CC(CC(=O)[O-])=O.C(C)CC(CC(=O)[O-])=O.C(C)CC(CC(=O)[O-])=O.CC([O-])C.[Zr+4] zirconium isopropoxide tris(ethyl acetoacetate)